diphenyl(3''-(pyren-1-yl)-[1,1':4',1''-terphenyl]-3-yl)phosphine oxide C1(=CC=CC=C1)P(C=1C=C(C=CC1)C1=CC=C(C=C1)C1=CC(=CC=C1)C1=CC=C2C=CC3=CC=CC4=CC=C1C2=C34)(C3=CC=CC=C3)=O